1,10-bis(acryloyloxy)decane C(C=C)(=O)OCCCCCCCCCCOC(C=C)=O